tert-butyl (2S,4R)-4-amino-2-carbamoyl-pyrrolidine-1-carboxylate N[C@@H]1C[C@H](N(C1)C(=O)OC(C)(C)C)C(N)=O